C(C)OC(C)OC1=CC(=CC=C1)F 1-(1-ethoxyethoxy)-3-fluorobenzene